CN([C@@H](C)C1=C(C=CC(=N1)NC=1C=CC(=C2CNC(C12)=O)C1=CN=C2N1C=CC(=C2)F)C2CCOCC2)C (S)-7-((6-(1-(dimethylamino)ethyl)-5-(tetrahydro-2H-pyran-4-yl)pyridin-2-yl)amino)-4-(7-fluoroimidazo[1,2-a]pyridin-3-yl)isoindolin-1-one